2-(2-tert-butylaminoethoxy)ethanol tert-butyl-(3R,4R)-4-fluoro-3-hydroxy-1-piperidinecarboxylate C(C)(C)(C)C1N(CC[C@H]([C@@H]1O)F)C(=O)OCCOCCNC(C)(C)C